NC1=NC=2C=NC(=CC2C2=C1COC2)C(=O)N2[C@H](C[S@@](CC2)=O)C2=CC=C(C=C2)C(F)(F)F (4-amino-1,3-dihydrofuro[3,4-c][1,7]naphthyridin-8-yl)((1R,3S)-1-oxo-3-(4-(trifluoromethyl)phenyl)-4-thiomorpholinyl)methanone